1,3,5-estratriene-3,17beta-diol C[C@@]12[C@H](CC[C@H]1[C@@H]1CC=C3C=C(C=C[C@@H]3[C@H]1CC2)O)O